6-[4-[3-(4-hydroxy-1-piperidyl)-3-oxo-propoxy]phenoxy]-1-methyl-indazole-5-carboxamide OC1CCN(CC1)C(CCOC1=CC=C(OC2=C(C=C3C=NN(C3=C2)C)C(=O)N)C=C1)=O